(R)-1-((4-(3-amino-4-methyl-1H-indazol-5-yl)-3-chlorophenyl)sulfonyl)pyrrolidin-3-ol NC1=NNC2=CC=C(C(=C12)C)C1=C(C=C(C=C1)S(=O)(=O)N1C[C@@H](CC1)O)Cl